Cl.C12(CC(C1)C2)C(=O)N bicyclo[1.1.1]pentane-1-carboxamide hydrochloride